aminomethyl-pentanol NCC(CCCC)O